(E)-Ethyl 5-(4-propyl-1H-1,2,3-triazol-1-yl)pent-2-enoate C(CC)C=1N=NN(C1)CC/C=C/C(=O)OCC